COC(=O)[C@H]1N(C[C@@H](C1)F)CC(C(C)O[Si](C)(C)C(C)(C)C)=C (2S,4R)-1-(3-((tert-Butyldimethylsilyl)oxy)-2-methylenebutyl)-4-fluoropyrrolidine-2-carboxylic acid methyl ester